3-fluoro-3-(methoxymethyl)azetidine FC1(CNC1)COC